NCCC[SiH]1O[SiH2]O[SiH2]O[SiH2]O1 Aminopropyl-cyclotetrasiloxane